C(C)OC(=O)C=1C=NC2=CC=C(C=C2C1O)Br.N1(CCNCC1)C1=C(C=NC=C1)NC(=O)C=1SC=C(N1)C(=O)NC=1C=NC=CC1 2-N-(4-piperazin-1-ylpyridin-3-yl)-4-N-pyridin-3-yl-1,3-thiazole-2,4-dicarboxamide Ethyl-6-bromo-4-hydroxyquinoline-3-carboxylate